C(C=C)OC=1C=C(C=C(C1OCC=C)OCC=C)C1=NC2=CC(=CC(=C2C(C1OCC=C)=O)OCC=C)OCC=C 2-(3,4,5-tris-(2-propen-1-yloxy)-phenyl)-3,5,7-tris-(2-propen-1-yloxy)-quinolin-4-one